N1(CCOCC1)C1=CC=C(C2=CC=CC=C12)/C=C/C(=O)OCC1=CC=CC=C1 Benzyl (2E)-3-[4-(morpholin-4-yl)naphthalen-1-yl]prop-2-enoate